CN1C(C(=CC2=C1N=CN=C2N[C@H](C)C2=CC(=CC=C2)C(F)(F)F)[C@@H]2CN(CCC2)C)=O 8-methyl-6-((R)-1-methylpiperidin-3-yl)-4-(((R)-1-(3-(Trifluoromethyl)phenyl)ethyl)amino)pyrido[2,3-d]pyrimidin-7(8H)-one